Myristoleyl-amine C(CCCCCCC\C=C/CCCC)N